1-cyclobutyl-N-((2-((4-(6-(methylthio)-1H-indazol-4-yl)-1H-1,2,3-triazole-1-yl)methyl)imidazo[1,2-a]pyridin-6-yl)methyl)methylamine C1(CCC1)CNCC=1C=CC=2N(C1)C=C(N2)CN2N=NC(=C2)C2=C1C=NNC1=CC(=C2)SC